ONCC1=CC=C(C=C1)NC1=CC=C(C=C1)N(C)C N1-(4-((hydroxyamino)methyl)phenyl)-N4,N4-dimethyl-benzene-1,4-diamine